FC=1C=C2CCO[C@@H](C2=CC1)CNC (S)-1-(6-fluoroisochroman-1-yl)-N-methyl-methylamine